ethyl 4-methyl-6,7-dihydro-4H-pyrazolo[5,1-c][1,4]oxazine-2-carboxylate CC1OCCN2C1=CC(=N2)C(=O)OCC